2,2,2-Trifluoro-N-(4-{5-[4-(trifluoromethoxy)phenyl]-1H-1,2,4-triazol-3-yl}phenyl)acetamide FC(C(=O)NC1=CC=C(C=C1)C1=NNC(=N1)C1=CC=C(C=C1)OC(F)(F)F)(F)F